tert-butyl 4-(5-chloro-1,3-benzothiazol-2-yl)-4-hydroxy-piperidine-1-carboxylate ClC=1C=CC2=C(N=C(S2)C2(CCN(CC2)C(=O)OC(C)(C)C)O)C1